(R or S)-(5-(pyridin-2-ylsulfonyl)-3,4,5,6-tetrahydropyrrolo[3,4-c]pyrrol-2(1H)-yl)(tetrahydro-2H-pyran-3-yl)methanone N1=C(C=CC=C1)S(=O)(=O)N1CC2=C(C1)CN(C2)C(=O)[C@H]2COCCC2 |o1:19|